C1=CC(=CC=2S(C3=C(C21)C=CC(=C3)N)(=O)=O)N dibenzo[b,d]thiophene-3,7-diamine 5,5-dioxide